6-(1-(difluoromethyl)-1H-pyrazol-4-yl)-4-(6-(6-((5-(methylsulfonyl)pyridin-2-yl)methyl)-3,6-diazabicyclo[3.1.1]heptan-3-yl)pyridin-3-yl)pyrazolo[1,5-a]pyridine-3-carbonitrile FC(N1N=CC(=C1)C=1C=C(C=2N(C1)N=CC2C#N)C=2C=NC(=CC2)N2CC1N(C(C2)C1)CC1=NC=C(C=C1)S(=O)(=O)C)F